NCCNC1=CC=C(C=2C1=NON2)S(=O)(=O)N(C)C 7-((2-aminoethyl)amino)-N,N-dimethyl-benzo[c][1,2,5]oxadiazole-4-sulfonamide